tert-butyl 6-[[5-[1-(trifluoromethyl)cyclopropyl]pyrimidin-2-yl]methyl]-2-azaspiro[3.3]heptane-2-carboxylate FC(C1(CC1)C=1C=NC(=NC1)CC1CC2(CN(C2)C(=O)OC(C)(C)C)C1)(F)F